(3-(4-Fluorophenyl)-5-methylisoxazol-4-yl)methanol FC1=CC=C(C=C1)C1=NOC(=C1CO)C